O=C1N(CCC(N1)=O)C1=NOC2=C1C=CC(=C2)C2CCN(CC2)C(=O)OC(C)(C)C Tert-butyl 4-[3-(2,4-dioxohexahydropyrimidin-1-yl)-1,2-benzoxazol-6-yl]piperidine-1-carboxylate